(R)-7-(azetidin-3-yloxy)-N-(1-(3-(difluoromethyl)-2-fluorophenyl)ethyl)-6-(1-isopropylpiperidin-4-yl)-2-methylpyrido[2,3-d]pyrimidin-4-amine N1CC(C1)OC=1C(=CC2=C(N=C(N=C2N[C@H](C)C2=C(C(=CC=C2)C(F)F)F)C)N1)C1CCN(CC1)C(C)C